6-[2-[[2-(2,6-dioxo-3-piperidinyl)-1,3-dioxo-isoindolin-4-yl]amino]ethyl]-2-azaspiro[3.3]heptane-2-carboxylic acid tert-butyl ester C(C)(C)(C)OC(=O)N1CC2(C1)CC(C2)CCNC2=C1C(N(C(C1=CC=C2)=O)C2C(NC(CC2)=O)=O)=O